Methyl methoxyformate COC(=O)OC